Phenyl-[(biphenylyl)(dimethylfluorenyl)triazinyl]dibenzoselenophene C1(=CC=CC=C1)C1=C(C2=C([Se]C3=C2C=CC=C3)C=C1)C1=NN=NC(=C1C1=C(C(=CC=3C2=CC=CC=C2CC13)C)C)C1=C(C=CC=C1)C1=CC=CC=C1